1-(2,3-dihydro-4H-benzo[b][1,4]oxazin-4-yl)-2-(5-(4-fluorophenyl)pyridin-3-yl)ethan-1-one O1C2=C(N(CC1)C(CC=1C=NC=C(C1)C1=CC=C(C=C1)F)=O)C=CC=C2